(+-)-3,5,6,6-tetramethyl-4-methylene-2-heptanone CC(C(C)=O)C(C(C(C)(C)C)C)=C